N-(5-[4-(Cyclopentylamino)-6-(4-fluorophenyl)furo[2,3-d]pyrimidin-5-yl]-2-{[2-(dimethylamino)ethyl](methyl)amino}phenyl)prop-2-enamide C1(CCCC1)NC=1C2=C(N=CN1)OC(=C2C=2C=CC(=C(C2)NC(C=C)=O)N(C)CCN(C)C)C2=CC=C(C=C2)F